Methyl-L-glycinate CNCC(=O)[O-]